C1(CC1)CN1N=C(C(=C1C(C)C)NC(=O)NS(=O)(=O)C=1C=NN2C1OCCC2)C(C)C N-((1-(cyclopropylmethyl)-3,5-diisopropyl-1H-pyrazol-4-yl)carbamoyl)-6,7-dihydro-5H-pyrazolo[5,1-b][1,3]oxazine-3-sulfonamide